4-(4'-fluoroPhenyl)oxazolidin-2-one-5,5-d2 FC1=CC=C(C=C1)C1NC(OC1([2H])[2H])=O